1-phenyl-1H-imidazol-3-ium triflate [O-]S(=O)(=O)C(F)(F)F.C1(=CC=CC=C1)N1C=[NH+]C=C1